5-(1-isopropyl-3-(trifluoromethyl)-1H-pyrazol-4-yl)-2-methoxy-N-(5-oxo-5,6,7,8-tetrahydro-1,6-naphthyridin-3-yl)benzenesulfonamide C(C)(C)N1N=C(C(=C1)C=1C=CC(=C(C1)S(=O)(=O)NC=1C=NC=2CCNC(C2C1)=O)OC)C(F)(F)F